N-cyclopropyl-tetrahydroquinoline C1(CC1)N1CCCC2CC=CC=C12